benzyl 7-(2-bromoacetyl)-10-(2-((tert-butyldimethylsilyl) oxy) ethyl)-2,2,3,3-tetramethyl-9-oxo-4-oxa-7,10-diaza-3-silatridecan-13-oate BrCC(=O)N(CCO[Si](C(C)(C)C)(C)C)CC(N(CCC(=O)OCC1=CC=CC=C1)CCO[Si](C)(C)C(C)(C)C)=O